dipotassium-hemicalcium salt [Ca].[K].[K].[K].[K]